S1(CCCCC1)=O thiacyclohexan-1-one